(R)-4-(7-(3-aminopiperidin-1-yl)-3-(4-cyanophenyl)-3H-imidazo[4,5-b]pyridin-2-yl)-2-fluorobenzonitrile N[C@H]1CN(CCC1)C1=C2C(=NC=C1)N(C(=N2)C2=CC(=C(C#N)C=C2)F)C2=CC=C(C=C2)C#N